OC1=C(C(=O)NCCCCCCCC(=O)[O-])C=CC=C1.C(=O)(O)C[NH+](C)C 1-carboxy-N,N,N-trimethyl-ammonium 8-(2-hydroxybenzoylamino)octanoate